C(C)[Mg]I Ethyl-Magnesium Iodide